N-methyl-3-(5-methyl-1,3,4-oxadiazol-2-yl)-4-[[4-(trifluoromethyl)-2-pyridinyl]amino]benzenesulfonamide CNS(=O)(=O)C1=CC(=C(C=C1)NC1=NC=CC(=C1)C(F)(F)F)C=1OC(=NN1)C